(S)-3-(3-fluoro-4-methoxyphenyl)-3-(4-(4-(5,6,7,8-tetrahydro-1,8-naphthyridin-2-yl)butyl)thiazol-2-yl)propionic acid FC=1C=C(C=CC1OC)[C@H](CC(=O)O)C=1SC=C(N1)CCCCC1=NC=2NCCCC2C=C1